(S)-1-(4-BROMOPHENOXY)-N,N-BIS(4-METHOXYBENZYL)HEPT-6-ENE-3-SULFONAMIDE BrC1=CC=C(OCC[C@H](CCC=C)S(=O)(=O)N(CC2=CC=C(C=C2)OC)CC2=CC=C(C=C2)OC)C=C1